1,8-dichloro-3-(5-(trifluoromethyl)-1,3,4-thiadiazol-2-yl)imidazo[1,5-a]pyridine-6-sulfonate ClC=1N=C(N2C1C(=CC(=C2)S(=O)(=O)[O-])Cl)C=2SC(=NN2)C(F)(F)F